(S)-tert-butyl 3-(4-(2-(trifluoromethyl)quinolin-4-yl)piperazine-1-carbonyl)piperidine-1-carboxylate FC(C1=NC2=CC=CC=C2C(=C1)N1CCN(CC1)C(=O)[C@@H]1CN(CCC1)C(=O)OC(C)(C)C)(F)F